tert-butyl 7-(6-amino-3-pyridyl)-4-azaspiro[2.5]oct-7-ene-4-carboxylate NC1=CC=C(C=N1)C=1CCN(C2(CC2)C1)C(=O)OC(C)(C)C